B(OC1=C(C(=CC(=C1OC(C)C)C(F)(F)F)C(F)(F)F)OC(C)C)(OC1=C(C=CC(=C1)C(F)(F)F)C(F)(F)F)[O-] diisopropyloxy-(3,5-bis(trifluoromethyl) phenyl) (2,5-bis(trifluoromethyl) phenyl) borate